4-(7-methyl-2-((7-methyl-[1,2,4]triazolo[1,5-a]pyridin-6-yl)amino)-8-oxo-7,8-dihydro-9H-purin-9-yl)piperidine-1-carboxylic acid methyl ester COC(=O)N1CCC(CC1)N1C2=NC(=NC=C2N(C1=O)C)NC=1C(=CC=2N(C1)N=CN2)C